C(CC)NC(C(C(C(C(C(C(F)(F)F)(F)F)(F)F)(F)F)(F)F)(F)F)=O propyl-perfluoro-pentylacetamide